(3Z,6Z,9R,10S)-9,10-epoxy-octadecadiene C=C\C=C/CCCC[C@@H]1[C@H](CCCCCCCC)O1